CN(C1(CCC2(CN(C(N2C[C@H](C)O)=O)CC2=CC=C(C=C2)OC)CC1)C1=CC=CC=C1)C cis-8-dimethylamino-1-[(2S)-2-hydroxy-propyl]-3-[(4-methoxyphenyl)-methyl]-8-phenyl-1,3-diazaspiro[4.5]decan-2-one